ClC1=C(C(=CC=C1)Cl)C1=CC2=C(N=C(N=C2)NC2=CC=C(C=N2)O[C@@H]2[C@@H](CCC2)NC(OC(C)(C)C)=O)N(C1=O)C tert-butyl N-[(1R,2S)-2-[[6-[[6-(2,6-dichlorophenyl)-8-methyl-7-oxo-pyrido[2,3-d]pyrimidin-2-yl]amino]-3-pyridyl]oxy]cyclopentyl]carbamate